N'-(4-amino-2-cyanophenyl)-N,N-dimethylformamidine NC1=CC(=C(C=C1)N=CN(C)C)C#N